4-[5-(4-methyl-phenyl)-3-(trifluoromethyl)-1H-pyrazol-1-yl]Benzenesulfonamide CC1=CC=C(C=C1)C1=CC(=NN1C1=CC=C(C=C1)S(=O)(=O)N)C(F)(F)F